OC(CN1C(C=2N(C=3N(C(C2C1)=O)N=C(C3)C(C)C)CC(=O)OCC)=O)(C)C ethyl [6-(2-hydroxy-2-methylpropyl)-5,8-dioxo-2-(propan-2-yl)-5,6,7,8-tetrahydro-4H-pyrazolo[1,5-a]pyrrolo[3,4-d]pyrimidin-4-yl]acetate